4-[2-(difluoromethoxy)-4-fluorophenyl]-2-(5-fluoropyridin-2-yl)-2,3-dihydro-1H-pyrrolo[3,4-c]pyridin-1-one FC(OC1=C(C=CC(=C1)F)C1=NC=CC2=C1CN(C2=O)C2=NC=C(C=C2)F)F